NC1=CC=C(C=C1)C1=C2C(=NC(=C1)C)ON=C2N (4-aminophenyl)-6-methylisoxazolo[5,4-b]pyridin-3-amine